CC=1N=C2C(=NC(=NC2=NC1C)C1CC(OCC1)C1=CC(=NC=C1)C)C=1C=NC(=CC1)C(F)(F)F 6,7-dimethyl-2-(2-(2-methylpyridin-4-yl)tetrahydro-2H-pyran-4-yl)-4-(6-(trifluoromethyl)pyridin-3-yl)pteridine